Cl.C1(CC1)C1=NN=C(S1)C1(CCNCC1)C 4-(5-cyclopropyl-1,3,4-thiadiazol-2-yl)-4-methylpiperidine monohydrochloride